C1(=CC=CC=C1)C=1NC(=CN1)C1=CC=CC=C1 2,5-diphenylimidazole